IC=1N=C(C(=NC1)O[C@@H]([C@@H](C)O)C)C (2R,3R)-3-[(5-iodo-3-methylpyrazin-2-yl)oxy]butan-2-ol